ALPHA-CEDRENE C[C@@H]1CC[C@@H]2[C@]13CC=C([C@H](C3)C2(C)C)C